N-[(1S)-1-cyclopropylethyl]-5-(3,5-difluorophenyl)-6-(trifluoromethyl)pyridine-3-carboxamide C1(CC1)[C@H](C)NC(=O)C=1C=NC(=C(C1)C1=CC(=CC(=C1)F)F)C(F)(F)F